O1CCN(CC1)CCCOC=1C=C2C(=CC=NC2=CC1)C(=O)O 6-(3-morpholinopropoxy)quinoline-4-carboxylic acid